methyl (1r,4r)-1-[(3-bromo-4-fluorophenyl)methyl]-4-methanesulfonamidocyclohexane-1-carboxylate BrC=1C=C(C=CC1F)CC1(CCC(CC1)NS(=O)(=O)C)C(=O)OC